C(C)(C)(C)OC(=O)N[C@H](C(=O)OC)CC1=CC=C(C=C1)C=1C(N(N=CC1OCCOCCOCCOCCO)C)=O Methyl (S)-2-((tert-butoxycarbonyl)amino)-3-(4-(5-(2-(2-(2-(2-hydroxyethoxy)ethoxy)ethoxy)ethoxy)-2-methyl-3-oxo-2,3-dihydropyridazin-4-yl)phenyl)propanoate